ClC=1C(=NC=CC1)N1C[C@H](C(=CC1)C(=O)NC1=CC=C(C=C1)C(F)(F)F)C (3S)-1-(3-chloropyridin-2-yl)-3-methyl-N-[4-(trifluoromethyl)phenyl]-3,6-dihydro-2H-pyridine-4-carboxamide